C(C)(=O)N[C@@H]1[C@H]([C@H]([C@H](O[C@H]1OCC=O)COC(C)=O)OC(C)=O)OC(C)=O acetic acid [(2R,3R,4R,5R,6R)-5-acetamido-3,4-diacetoxy-6-(2-oxoethoxy) tetrahydropyran-2-yl]-methyl ester